[N+](=O)([O-])C1=CC=C(C=C1)OC([C@@H](NC(=O)OC(C)(C)C)CC1=CC=CC=C1)=O (tert-butoxycarbonyl)-L-phenylalanine 4-nitrophenyl ester